NC1=C(N=CC(=N1)C1=C(C=C(C#N)C=C1OCOCC[Si](C)(C)C)C)OCC1=CC=CC=C1 4-(6-amino-5-benzyloxy-pyrazin-2-yl)-3-methyl-5-(2-trimethylsilylethoxymethoxy)benzonitrile